C(CCCCCCC)C(CN1C=C2C=CC3=CN(C=C4C3=C2C(=C1)C=C4)CC(CCCCCCCCCC)CCCCCCCC)CCCCCCCCCC 2,7-bis(2-octyldodecyl)benzo[lmn][3,8]phenanthroline